C1(=C(C=CC=C1)NC(=O)OCC)C ortho-tolyl-urethane